(S)-6-bromo-N-(2-(2-cyano-4,4-difluoropyrrolidin-1-yl)-2-oxoethyl)quinoline-4-carboxamide BrC=1C=C2C(=CC=NC2=CC1)C(=O)NCC(=O)N1[C@@H](CC(C1)(F)F)C#N